hex-3-en-1-yl butyrate C(CCC)(=O)OCCC=CCC